C(C)O[C@@H](C(F)(F)F)C1=C(C=C(C=C1)[C@@H](CC(=O)O)CC)NC1=NC=C(N=C1)OC (R)-3-(4-((R)-1-ethoxy-2,2,2-trifluoroethyl)-3-((5-methoxypyrazin-2-yl)amino)phenyl)pentanoic acid